2-(cyclopropylmethyl)-4-butyl-8-propoxy-phthalazin-1(2H)-one C1(CC1)CN1C(C2=C(C=CC=C2C(=N1)CCCC)OCCC)=O